methyl 2-methyl-4-[4-(trifluoromethyl)phenyl]-[1,3]thiazolo[4,5-b]indole-7-carboxylate CC=1SC2=C(N(C=3C=CC(=CC23)C(=O)OC)C2=CC=C(C=C2)C(F)(F)F)N1